COC(C)C1CNCC1 3-(1-methoxyethyl)pyrrolidine